ClC1=NC=C(C(=N1)N1C=C(C2=CC=CC=C12)N)Cl 1-(2,5-dichloropyrimidin-4-yl)-1H-indol-3-amine